4-amino-8-(3,5-difluorophenyl)-7-fluoro-3-(propylcarbamoyl)cinnoline 2-oxide NC1=C([N+](=NC2=C(C(=CC=C12)F)C1=CC(=CC(=C1)F)F)[O-])C(NCCC)=O